benzyl 4-[3-[(1R,5S)-7-(3-amino-6-chloro-pyridazin-4-yl)-3-oxa-7,9-diazabicyclo[3.3.1]nonan-9-yl]phenoxy]piperidine-1-carboxylate NC=1N=NC(=CC1N1C[C@H]2COC[C@@H](C1)N2C=2C=C(OC1CCN(CC1)C(=O)OCC1=CC=CC=C1)C=CC2)Cl